C1(CC1)COC1=C(C=CC(=C1F)F)CNC(=O)C=1C(=NC=C(C1)C=1C=CC=2N(N1)C=C(N2)NC(C(C)C)=O)OC N-{[2-(cyclopropylmethoxy)-3,4-difluorophenyl]methyl}-2-methoxy-5-[2-(2-methylpropanamido)imidazo[1,2-b]pyridazin-6-yl]pyridine-3-carboxamide